C(C)NC1=CC(=C(C=C1)NC=1C=CC2=C(OCC(N2)=O)C1)C 7-((4-(ethylamino)-2-methylphenyl)amino)-2H-benzo[b][1,4]oxazin-3(4H)-one